CN1C2=CC=C(C=C2C(C12C=NC1=C(O2)C=CC2=CC(=CC=C21)O)(C)C)Cl 1,3,3-trimethyl-5-chloro-8'-hydroxyspiro[indoline-2,3'-[3H]-naphtho[2,1-b][1,4]oxazine]